N1C=NC=C1C1=C(N=C2N1C=CC(=N2)C(F)(F)F)C2=NC(=NN2)C(F)(F)F 5-[3-(1H-imidazol-5-yl)-7-(trifluoromethyl)imidazo[1,2-a]pyrimidin-2-yl]-3-(trifluoromethyl)-1H-1,2,4-triazole